ethyl-N-(4-methoxyphenylmethylene)alanine C(C)[C@](N=CC1=CC=C(C=C1)OC)(C)C(=O)O